O=C1NC(CC[C@@H]1C1=NN(C2=CC(=CC=C12)N[C@@H]1[C@@H](CN(CC1)C(=O)OC(C)(C)C)C(F)(F)F)C)=O |o1:6| rel-tert-butyl (3R,4S)-4-((3-(2,6-dioxopiperidin-3-yl)-1-methyl-1H-indazol-6-yl)amino)-3-(trifluoromethyl)piperidine-1-carboxylate